O=C1NC(CCC1N1C(C2=CC=C(C=C2C1)CNC(CC1=CC=C(C=C1)N1CCC(CC1)N1N=CC(=C1)C1=NC2=CC=CC=C2N=C1)=O)=O)=O N-((2-(2,6-dioxopiperidin-3-yl)-1-oxoisoindolin-5-yl)methyl)-2-(4-(4-(4-(quinoxalin-2-yl)-1H-pyrazol-1-yl)piperidin-1-yl)phenyl)acetamide